(cyclopropylmethyl)benzene bis(hydroxymethyl)chlorophosphate OCOP(=O)(OCO)Cl.C1(CC1)CC1=CC=CC=C1